BrC1=C(C=C(C=C1)NC(C1=CN=C(C=C1)C1=C(C=C(C=C1)C1=NOC(=N1)C)C1CC1)=O)OCCN(C)C N-(4-bromo-3-(2-(dimethylamino)ethoxy)phenyl)-6-(2-cyclopropyl-4-(5-methyl-1,2,4-oxadiazol-3-yl)phenyl)nicotinamide